tert-butyl 4-((2-bromo-6-chlorophenyl)sulfonylamino)-1H-pyrazole-1-carboxylate BrC1=C(C(=CC=C1)Cl)S(=O)(=O)NC=1C=NN(C1)C(=O)OC(C)(C)C